(S)-5-amino-2-((S)-2-((R)-4-((3R,5R,8R,9S,10S,13R,14S,17R)-3-hydroxy-10,13-dimethyl-hexadecahydro-1H-cyclopenta[a]phenanthren-17-yl)pentanamido)-3-methylbutanamido)-5-oxopentanoic acid NC(CC[C@@H](C(=O)O)NC([C@H](C(C)C)NC(CC[C@@H](C)[C@H]1CC[C@H]2[C@@H]3CC[C@@H]4C[C@@H](CC[C@@]4([C@H]3CC[C@]12C)C)O)=O)=O)=O